(S)-5-((((6-(2-Chloro-3-(3-chloro-2-(3-fluoro-4-((((S)-2-hydroxypropyl)amino)methyl)-5-methoxyphenyl)pyridin-4-yl)phenyl)-2-methoxypyridin-3-yl)methyl)amino)methyl)pyrrolidin-2-one ClC1=C(C=CC=C1C1=C(C(=NC=C1)C1=CC(=C(C(=C1)OC)CNC[C@H](C)O)F)Cl)C1=CC=C(C(=N1)OC)CNC[C@@H]1CCC(N1)=O